5-(10-bromodecyl)-2,3-dimethoxy-6-methyl-phenol BrCCCCCCCCCCC=1C=C(C(=C(C1C)O)OC)OC